C1(=CC=CC=C1)C(CCNC1C(=O)NCCCC1)C1=CC=CC=C1 alpha-diphenylpropylamino-epsilon-caprolactam